C(C)(C)N1CCC(CC1)N1CCC(CC1)C=1C=C2C(=C(NC2=CC1)C1=C2C(=NC=C1)NC=C2)C 4-(5-(1'-isopropyl-[1,4'-bipiperidin]-4-yl)-3-methyl-1H-indol-2-yl)-1H-pyrrolo[2,3-b]pyridine